bis[2,4-bis(1,1-dimethylethyl)-6-methylphenyl] ethyl phosphite P(OC1=C(C=C(C=C1C)C(C)(C)C)C(C)(C)C)(OC1=C(C=C(C=C1C)C(C)(C)C)C(C)(C)C)OCC